FC(C1=NC=CC(=C1)N1CC(C1)CC=O)F 2-{1-[2-(difluoromethyl)pyridin-4-yl]azetidin-3-yl}ethanone